5-methyl-1-(1-(4-((3aR,5r,6aS)-2-(2-(methylsulfonyl)ethyl)octahydrocyclopenta[c]pyrrol-5-yl)benzyl)-1H-indol-5-yl)-1H-pyrazole-3-carboxamide CC1=CC(=NN1C=1C=C2C=CN(C2=CC1)CC1=CC=C(C=C1)C1C[C@@H]2[C@@H](CN(C2)CCS(=O)(=O)C)C1)C(=O)N